1,1,3-trimethyl-3-((5,6,7,8-tetrahydro-4H-pyrazolo[1,5-a][1,4]diazepin-2-yl)methyl)urea CN(C(=O)N(CC1=NN2C(CNCCC2)=C1)C)C